N(CO)O aza-ethylene glycol